O[C@@]1(CC(CCC1)NC1=NC(=NC=C1C(=O)N)NC12CCC(CC1)(CC2)OC)C 4-((3S)-3-hydroxy-3-methylcyclohexylamino)-2-(4-methoxybicyclo[2.2.2]octan-1-ylamino)pyrimidine-5-carboxamide